CC1SCCS1 2-methyl-1,3-dithiolane